C(C)(=O)OCC#CC1(C(CN(CC1)C1=CC(=NC(=N1)C(F)(F)F)N1[C@@H]([C@@H](C1)N1CCN(CC1)C(=O)OC(C)(C)C)C)C)O tert-Butyl 4-((2R,3R)-1-(6-(4-(3-acetoxyprop-1-yn-1-yl)-4-hydroxy-3-methylpiperidin-1-yl)-2-(trifluoromethyl)pyrimidin-4-yl)-2-methylazetidin-3-yl)piperazine-1-carboxylate